Cl.COC=1C=C(C=CC1)C1CCN(CC1)C(=O)N 4-(3-methoxyphenyl)piperidine-1-carboxamide hydrochloride